1-(4-hydroxybenzyl)-7-methoxy-2-(5-methylpyrazine-2-carboxamido)-1H-benzo[d]imidazole-5-carboxamide OC1=CC=C(CN2C(=NC3=C2C(=CC(=C3)C(=O)N)OC)NC(=O)C3=NC=C(N=C3)C)C=C1